2,6-dibromo-4,8-bis(5-(2-ethyloctyl)thiophen-2-yl)benzo[1,2-b:4,5-b']Dithiophene BrC1=CC=2C(S1)=C(C1=C(SC(=C1)Br)C2C=2SC(=CC2)CC(CCCCCC)CC)C=2SC(=CC2)CC(CCCCCC)CC